COC1=CC=C(CNCCC2=C(C=C(C(=C2)OC)Cl)OC)C=C1 N-(4-methoxybenzyl)-1-(2,5-dimethoxy-4-chlorophenyl)-2-aminoethane